(methoxymethyl)morpholine-4-carboxylate COCOC(=O)N1CCOCC1